N1(N=NC2=C1C=CC=C2)C2=CC=CC(=N2)N 6-(1H-benzo[d][1,2,3]triazol-1-yl)pyridin-2-amine